2-(4-chloro-2-(naphthalen-2-yl)phenyl)-4,6-diphenyl-1,3,5-triazine ClC1=CC(=C(C=C1)C1=NC(=NC(=N1)C1=CC=CC=C1)C1=CC=CC=C1)C1=CC2=CC=CC=C2C=C1